ClC=1C=2C(N=C3N(C2C=CC1)C1=CC=C(C=C1C31CCCCC1)N1CCC3(CC1)CCNCC3)=O 4'-chloro-9'-(3,9-diazaspiro[5.5]undecan-3-yl)-5'H-spiro[cyclohexane-1,7'-indolo[1,2-a]quinazolin]-5'-one